9-[(Z)-non-3-enyl]-10-octylnonadecanoic acid C(C\C=C/CCCCC)C(CCCCCCCC(=O)O)C(CCCCCCCCC)CCCCCCCC